(S,E)-N-(3-Fluorobenzyl)-2-((3-(4-fluorophenyl)acryloyl)oxy)-N-(2-hydroxyethyl)ethan-1-amine oxide FC=1C=C(C[N@@+](CCOC(\C=C\C2=CC=C(C=C2)F)=O)(CCO)[O-])C=CC1